BrC=1C=C(C(=[N+](C1)[O-])C(=O)OCC)C 5-bromo-2-(ethoxycarbonyl)-3-methylpyridine 1-oxide